tert-Butyl 3-[(8-{2-[(3R,5R)-3,5-dimethylmorpholine-4-carbonyl]-4-fluorophenyl}-3-methylimidazo[1,5-a]pyridin-6-yl)methyl]azetidine-1-carboxylate C[C@H]1N([C@@H](COC1)C)C(=O)C1=C(C=CC(=C1)F)C=1C=2N(C=C(C1)CC1CN(C1)C(=O)OC(C)(C)C)C(=NC2)C